CN1C(=C(C(=C1)I)C)C(=O)O methyl-4-iodo-3-methyl-1H-pyrrole-2-carboxylic acid